C(C)(C)(C)OC(=O)NC12CCC(CC1)(CC2)C(=O)O 4-(t-butoxycarbonylamino)bicyclo[2.2.2]octane-1-carboxylic acid